5-((2-methyl-1H-imidazol-1-yl)methyl)furan CC=1N(C=CN1)CC1=CC=CO1